ClC=1C=C(C=CC1F)C(C=1NC(=C(N1)S(=O)(=O)C)C)OCC1(CC1)C1=CC=CC=C1 2-[(3-chloro-4-fluorophenyl)-[(1-phenylcyclopropyl)methoxy]methyl]-5-methyl-4-methylsulfonyl-1H-imidazole